2-(4-(6-((4-Cyano-2-fluorobenzyl)oxy)pyridin-2-yl)-2-fluorobenzyl)-1-(2-methoxy-3-(methylamino)-3-oxopropyl)-1H-benzo[d]imidazole-6-carboxylic acid C(#N)C1=CC(=C(COC2=CC=CC(=N2)C2=CC(=C(CC3=NC4=C(N3CC(C(=O)NC)OC)C=C(C=C4)C(=O)O)C=C2)F)C=C1)F